7-methyl-3,7-diaza-bicyclo[3.3.1]nonane-1,5-dicarboxylic acid dimethyl ester COC(=O)C12CNCC(CN(C1)C)(C2)C(=O)OC